IC1=CC=C(N=N1)NC(CC1=NC(=CC(=C1)C1CC1)C)=O N-(6-iodopyridazin-3-yl)-2-(4-cyclopropyl-6-methylpyridin-2-yl)acetamide